ClC1=CC(=C(C=C1)C1OC2=C(O1)C=CC=C2N2CCN(CC2)CC2=NC1=C(N2CCOC)C=C(C=C1)C(=O)O)F 2-({4-[2-(4-Chloro-2-fluorophenyl)-1,3-benzodioxol-4-yl]piperazin-1-yl}methyl)-1-(2-methoxyethyl)-1H-benzimidazole-6-carboxylic acid